ClC=1C=C(C(=O)NC2=CC(=CC=C2)[C@H](C)NC=2C=NC=3C(N2)=NN(C3)CC)C=C(C1CN1CCCC1)F (S)-3-chloro-N-(3-(1-((2-ethyl-2H-pyrazolo[3,4-b]pyrazin-6-yl)amino)ethyl)phenyl)-5-fluoro-4-(pyrrolidin-1-ylmethyl)benzamide